4-(4-hydroxyphenyl)-5-methyl-6-p-chlorophenyl-2-amino-3-cyanopyridine OC1=CC=C(C=C1)C1=C(C(=NC(=C1C)C1=CC=C(C=C1)Cl)N)C#N